CC1=C(C(=CC(=C1C)OC)CC)O 2,3-Dimethyl-6-ethyl-4-methoxy-phenol